4-(aminomethyl)-6-(5-benzylpyridin-3-yl)phthalazin-1(2H)-one NCC1=NNC(C2=CC=C(C=C12)C=1C=NC=C(C1)CC1=CC=CC=C1)=O